6'-amino-5'-[1-(2,6-dichloro-3-fluoro-phenyl)-ethoxy]-1-[2-(1-methyl-pyrrolidin-2-yl)-ethyl]-1H-[3,3']bipyridinyl-6-one NC1=C(C=C(C=N1)C1=CN(C(C=C1)=O)CCC1N(CCC1)C)OC(C)C1=C(C(=CC=C1Cl)F)Cl